C(CCCCCCCCCCCCCCCCCCCCCCCCCCCCCCCCC)(=O)OCCCCCCCCCCCCCCCC hexadecan-1-yl tetratriacontanoate